3-[5-[1-[3-[4-[6-benzyloxy-8-fluoro-7-(1,1,4-trioxo-1,2,5-thiadiazolidin-2-yl)-2-naphthyl]pyrazol-1-yl]propyl]-4-piperidyl]-3-methyl-2-oxo-benzimidazol-1-yl]piperidine-2,6-dione C(C1=CC=CC=C1)OC=1C=C2C=CC(=CC2=C(C1N1S(NC(C1)=O)(=O)=O)F)C=1C=NN(C1)CCCN1CCC(CC1)C1=CC2=C(N(C(N2C)=O)C2C(NC(CC2)=O)=O)C=C1